OC1=C(C=C(C=C1)C(CC(=O)O)(C)C1=CC(=C(C=C1)O)C(C)(C)C)C(C)(C)C 3,3-bis(4'-hydroxy-3'-t-butylphenyl)butyric acid